CN(CCN1C(OC2=C1C=CC(=C2)C2CC(N(CC2)C(=O)OC(C)(C)C)(C)C)=O)C tert-Butyl 4-[3-[2-(dimethylamino)ethyl]-2-oxo-1,3-benzoxazol-6-yl]-2,2-dimethyl-piperidine-1-carboxylate